Cl.CN1N=CC2=CC(=CC=C12)N1N=CN=C1CN 1-[1-(1-methyl-1H-indazol-5-yl)-1H-1,2,4-triazol-5-yl]methanamine hydrochloride